NC([C@@](CO)(C)NC(=O)C1=C(OC2=C1C=C(C=C2)C2=NC1=C(N2C)C=CC=C1)C)=O (S)-N-(1-amino-3-hydroxy-2-methyl-1-oxopropan-2-yl)-2-methyl-5-(1-methyl-1H-benzo[d]imidazol-2-yl)benzofuran-3-carboxamide